FC(CC1=CC(=NC=C1)C1=CC(=C2C=NC(=NN21)N[C@H]2[C@@H](COCC2)O)F)F (3S,4R)-4-((7-(4-(2,2-difluoroethyl)pyridin-2-yl)-5-fluoropyrrolo[2,1-f][1,2,4]triazin-2-yl)amino)tetrahydro-2H-pyran-3-ol